(S)-5-amino-N-(1-(4-cyclopropyl-2-fluorophenyl)ethyl)-N-methyl-6,8-dihydro-1H-furo[3,4-d]pyrrolo[3,2-b]pyridine-2-carboxamide NC1=C2C(=C3C(=N1)C=C(N3)C(=O)N(C)[C@@H](C)C3=C(C=C(C=C3)C3CC3)F)COC2